9-azabicyclo[3.3.1]nonaneN fluoride Tin [Sn+4].[F-].C12=CCCC(CCC1)N2.[F-].[F-].[F-]